N-[2-[4-(hydroxymethyl)cyclohexyl]-5-methoxy-1,3-benzoxazol-6-yl]pyrimidine-4-carboxamide OCC1CCC(CC1)C=1OC2=C(N1)C=C(C(=C2)NC(=O)C2=NC=NC=C2)OC